5-(tert-butyl)-2-phenyl-7-(1-phenylethyl)benzoxazole-13C C(C)(C)(C)C=1C=C(C2=C(N=[13C](O2)C2=CC=CC=C2)C1)C(C)C1=CC=CC=C1